[Br-].[Br-].[Br-].[V+3] vanadium tri-bromide